CCCCCC(C)OCC(CO)O 3-(Hept-6-yloxy)-propane-1,2-diol